2,2'-azobisbutyronitrile N(=NC(C#N)CC)C(C#N)CC